9-(4-(benzyloxy)-2,6-difluorophenyl)-8-bromo-3-methoxy-6,7-dihydro-5H-benzo[7]annulene C(C1=CC=CC=C1)OC1=CC(=C(C(=C1)F)C1=C(CCCC2=C1C=CC(=C2)OC)Br)F